((4-chlorobenzyl)thio)benzo[d]oxazol-4-ol ClC1=CC=C(CSC=2OC=3C(N2)=C(C=CC3)O)C=C1